S1C=NC2=C1C=C(C=C2)S(=O)(=O)N 1,3-benzothiazole-6-sulfonamide